4-(4-tert-butylphenyl)-N-[4-(4-tert-butylphenyl)phenyl]-N-[4-[9,9-dioctyl-7-(2-trimethylsilylethynyl)fluoren-2-yl]phenyl]aniline C(C)(C)(C)C1=CC=C(C=C1)C1=CC=C(N(C2=CC=C(C=C2)C2=CC=3C(C4=CC(=CC=C4C3C=C2)C#C[Si](C)(C)C)(CCCCCCCC)CCCCCCCC)C2=CC=C(C=C2)C2=CC=C(C=C2)C(C)(C)C)C=C1